4-Isopropyl-3-methoxybenzaldehyde C(C)(C)C1=C(C=C(C=O)C=C1)OC